trans-2,2-dichloro-3-(3-(trifluoromethoxy)phenyl)cyclopropane-1-carboxylic acid ClC1([C@H]([C@@H]1C1=CC(=CC=C1)OC(F)(F)F)C(=O)O)Cl